Cl[Si](C=CC#N)(C)C 3-(Chlorodimethylsilyl)acrylonitrile